ClC1=CC(=C(N=N1)N1CC(C1)(C)NCC(C)C)C#N 6-chloro-3-[3-(isobutylamino)-3-methyl-azetidin-1-yl]pyridazine-4-carbonitrile